1-amino-3-[2-(trifluoromethyl)phenyl]propan-2-one hydrochloride Cl.NCC(CC1=C(C=CC=C1)C(F)(F)F)=O